Cl.FC1(CC(CCC1)CN)F C-(3,3-Difluoro-cyclohexyl)-methylamine hydrochloride